1-[3-(3-bromo-5-chloro-phenyl)-1,4-oxazepan-4-yl]prop-2-en-1-one BrC=1C=C(C=C(C1)Cl)C1COCCCN1C(C=C)=O